C(C)N1CCN(CC1)C1CNC1 3-(4-ethylpiperazin-1-yl)azetidine